C(C)(C)(C)C=1C=C(C=C(C1O)C)CCC(=O)OCCOCCOCCOC(CCC1=CC(=C(C(=C1)C)O)C(C)(C)C)=O triethylene glycol bis(β-(3-tert-butyl-4-hydroxy-5-methylphenyl)propionate)